ClC1=C2CN(C(C2=CC=C1)=O)C1=NN(C=C1)C(F)F 4-chloro-2-(1-(difluoromethyl)-1H-pyrazol-3-yl)isoindol-1-one